lead-ruthenium-iridium oxide [Ir]=O.[Ru].[Pb]